4-(Pyrido[3,2-d]pyrimidin-4-ylamino)tetralin-1-ol N1=CN=C(C2=C1C=CC=N2)NC2CCC(C1=CC=CC=C21)O